OC1=CC(=CC=2NCCOC21)NC(OC(C)(C)C)=O tert-butyl N-(8-hydroxy-3,4-dihydro-2H-1,4-benzoxazin-6-yl)carbamate